3-fluoro-2,5-dimethyl-benzenesulfonyl chloride FC=1C(=C(C=C(C1)C)S(=O)(=O)Cl)C